N(=[N+]=[N-])CCCNC1=C2C(N(C(C2=CC=C1)=O)C1C(NC(CC1)=O)=O)=O 4-(3-azidopropylamino)-2-(2,6-dioxo-3-piperidyl)isoindoline-1,3-dione